5-chloro-2-fluoro-N-(6-fluoropyridin-2-yl)-N-(4-methoxybenzyl)-4-(3-oxocyclopentyl)benzenesulfonamide ClC=1C(=CC(=C(C1)S(=O)(=O)N(CC1=CC=C(C=C1)OC)C1=NC(=CC=C1)F)F)C1CC(CC1)=O